2-heptadecyl-1-heneicosanol C(CCCCCCCCCCCCCCCC)C(CO)CCCCCCCCCCCCCCCCCCC